C(#CC)C(CO)CO 2-propynyl-1,3-propanediol